C(C)(C)OCCN(CCC(C(=O)O)NC(=O)N1C(CCC1)C)CCCCC1=NC=2NCCCC2C=C1 4-[2-isopropoxyethyl-[4-(5,6,7,8-tetrahydro-1,8-naphthyridin-2-yl)butyl]amino]-2-[[2-methylpyrrolidine-1-carbonyl]amino]butanoic acid